6-{5-{3-deoxy-3-[4-(5-thiazolyl)-1H-1,2,3-triazol-1-yl]-β-D-galactopyranosyl}-3-methyl-1H-1,2,4-triazol-1-yl}-2-methylbenzothiazole S1C=NC=C1C=1N=NN(C1)[C@@H]1[C@H]([C@@H](O[C@@H]([C@@H]1O)CO)C1=NC(=NN1C1=CC2=C(N=C(S2)C)C=C1)C)O